7-fluoro-2-((4-(pyrrolidin-1-yl)butyl)thio)-1,4-dihydroquinazoline FC1=CC=C2CN=C(NC2=C1)SCCCCN1CCCC1